[Si](C)(C)(C(C)(C)C)OCCOC1=CC(=NC=C1)CC1(C2=C(N=C(N1)NC)N(C=C2C=2C=C1C=C(C=NC1=CC2)OCC2=CC=C(C=C2)OC)S(=O)(=O)CC2=CC=CC=C2)N 4-((4-(2-((tert-butyldimethylsilyl)oxy)ethoxy)pyridin-2-yl)methyl)-5-(3-((4-methyl-Oxybenzyl)oxy)quinolin-6-yl)-N2-methyl-7-toluenesulfonyl-7H-pyrrolo[2,3-d]pyrimidine-2,4-diamine